tert-Butyl (3S,5S)-3-[[4-(4-chloro-2-methyl-thiazol-5-yl)pyrimidin-2-yl]amino]-5-fluoro-piperidine-1-carboxylate ClC=1N=C(SC1C1=NC(=NC=C1)N[C@@H]1CN(C[C@H](C1)F)C(=O)OC(C)(C)C)C